N-(2,2-difluoroethyl)-N-[3-[2-[1-(difluoromethyl)cyclopropyl]ethynyl]-2-fluoro-phenyl]-6-fluoro-1-methyl-[1,2,4]triazolo[4,3-a]quinazolin-5-amine FC(CN(C1=NC=2N(C3=CC=CC(=C13)F)C(=NN2)C)C2=C(C(=CC=C2)C#CC2(CC2)C(F)F)F)F